CN1C[C@H](CC1)OC1=CC=CC(=N1)N1N(C(C2=CN=C(N=C12)NC1=CC=C(C=C1)Cl)=O)CC=C {6-[(S)-1-methyl-3-pyrrolidinyloxy]-2-pyridyl}-2-allyl-6-(p-chlorophenylamino)-1,2-dihydro-3H-1,2,5,7-tetraazainden-3-one